CC1(CCN(CC1)C=1OC2=C(C=C(C=C2C(C1)=O)C)C(C)NC1=C(C(=O)O)C=C(C=C1)C(F)(F)F)C 2-[1-[2-(4,4-Dimethyl-1-piperidyl)-6-methyl-4-oxo-chromen-8-yl]ethylamino]-5-(trifluoromethyl)benzoic acid